CC1=C(C(=CC(=C1)C)C)C(Cl)Cl.[Ir] iridium 2,4,6-trimethylphenyl-carbene chloride